ClC1=CC=CC(=N1)C1=NC=2N(C(=C1)C)N(CC2)[C@H](C)C2CC2 (R)-5-(6-Chloropyridin-2-yl)-N-(1-cyclopropylethyl)-7-methylpyrazolo[1,5-a]Pyrimidine